C[C@@H]1N(C[C@H](N(C1)[C@H](C)C=1C=C2N=CC=NC2=CC1)C)C=1C=2C(N(C(C1)=O)C)=CN(N2)CC#N 2-(7-((2S,5R)-2,5-dimethyl-4-((R)-1-(quinoxalin-6-yl)ethyl)piperazin-1-yl)-4-methyl-5-oxo-4,5-dihydro-2H-pyrazolo[4,3-b]pyridin-2-yl)acetonitrile